FC=1C=C2C(=C(/C(/C2=CC1)=C/C1=CC=C(C=C1)N1CCOCC1)CC1=CC=C(C=C1)OC1=CC=C(C=C1)F)CC(=O)O (Z)-2-(5-Fluoro-2-(4-(4-fluorophenoxy)benzyl)-1-(4-morpholinobenzylidene)-1H-inden-3-yl)acetic acid